C(#N)C=1C(=NC(=C(C1C1CC1)C#N)N1CC(NCC1)C)SC(C(=O)N)C1=CC=CC=C1 2-((3,5-dicyano-4-cyclopropyl-6-(3-methylpiperazin-1-yl)pyridin-2-yl)thio)-2-phenylacetamide